3,8-diamino-5-ethyl-6-phenyl-phenanthrene bromide [Br-].NC=1C=CC=2C=CC3=C(C=C(C(=C3C2C1)CC)C1=CC=CC=C1)N